5'-(2-(((1r,4r)-4-aminocyclohexyl)amino)-1-phenylethyl)-2'-chloro-6-fluoro-5-(2-hydroxyethoxy)-[1,1'-biphenyl]-2-carboxamide NC1CCC(CC1)NCC(C1=CC=CC=C1)C=1C=CC(=C(C1)C=1C(=CC=C(C1F)OCCO)C(=O)N)Cl